NC1=CC=2C(=C3C(=NC2C=C1F)C1=CC2=C(C(N1C3)=O)COC([C@]2(O)CC)=O)CN=[N+]=[N-] (S)-9-amino-11-(azidomethyl)-4-ethyl-8-fluoro-4-hydroxy-1,12-dihydro-14H-pyrano[3',4':6,7]indolizino[1,2-b]quinoline-3,14(4H)-dione